diallyl cyclohexanedicarboxylate (diallyl hexahydrophthalate) C(C=C)C1(C(C(=O)O)(CCCC1)CC=C)C(=O)O.C1(CCCCC1)(C(=O)OCC=C)C(=O)OCC=C